2,3,5,6-tetrafluorobenzyl (1R,3R)-3-((Z)-2-cyanovinyl)-2,2-dimethylcyclopropanecarboxylate C(#N)\C=C/[C@H]1C([C@@H]1C(=O)OCC1=C(C(=CC(=C1F)F)F)F)(C)C